3-(5-Chloropyrazin-2-yl)oxy-2-(3-pyridylmethyl)quinuclidine ClC=1N=CC(=NC1)OC1C(N2CCC1CC2)CC=2C=NC=CC2